N-ethyl-5-(5-ethyl-4-hydroxy-2-methoxyphenyl)-4H-1,2,4-triazole-3-carboxamide C(C)NC(=O)C1=NN=C(N1)C1=C(C=C(C(=C1)CC)O)OC